ClC=1C=C(COC2=C(C=CC=C2OC)C2N(C(=NN2C2=CC=CC=C2)C(C)=O)C2=CC=C(C=C2)N(C)C)C=CC1 1-(5-(2-((3-chlorobenzyl)oxy)-3-methoxyphenyl)-4-(4-(dimethylamino)phenyl)-1-phenyl-4,5-dihydro-1H-1,2,4-triazol-3-yl)ethan-1-one